6-((5-chloro-3-(2,2-difluoroethoxy)pyridin-2-yl)oxy)-1-methyl-N-(4-methyl-1,1-dioxidotetrahydro-2H-thiopyran-4-yl)-1H-imidazo[4,5-c]pyridine-2-carboxamide ClC=1C=C(C(=NC1)OC1=CC2=C(C=N1)N=C(N2C)C(=O)NC2(CCS(CC2)(=O)=O)C)OCC(F)F